(2R,6R)-N-[4-fluoropyrrolidin-3-yl]-6-methyl-4-(8-nitro-5-quinolinyl)morpholine-2-carboxamide FC1C(CNC1)NC(=O)[C@H]1CN(C[C@H](O1)C)C1=C2C=CC=NC2=C(C=C1)[N+](=O)[O-]